(hydroxymethyl)-2-methyl-thieno[2,3-b]pyridine-6-carboxylic acid OCC1=C(SC2=NC(=CC=C21)C(=O)O)C